3-(6-bromo-2-pyridyl)-6-chloro-7-isopropoxy-imidazo[1,2-a]pyridine BrC1=CC=CC(=N1)C1=CN=C2N1C=C(C(=C2)OC(C)C)Cl